CC(CN)(C)C 2,2-Dimethylpropan-1-amine